1,2',3,3',4,5,5',6'-octahydrospiro[naphtho[2,3-d]azepine-2,4'-pyran]-6,11-dione O1CCC2(CC1)NCCC1=C(C2)C(C2=CC=CC=C2C1=O)=O